CO[C@@H]1C[C@@H](CC1)NC=1C2=C(N=C(N1)C=1N(C=CN1)C)SC(=C2C2=CC=CC=C2)C2=CC(=NC=C2)OC |r| rac-N-((1R,3S)-3-Methoxycyclopentyl)-6-(2-methoxypyridin-4-yl)-2-(1-methyl-1H-imidazol-2-yl)-5-phenylthieno[2,3-d]pyrimidin-4-amine